ClC=1C=C2C=CN(C2=C(C1)C1=C2C(=NC=C1)C=C(S2)CN2C([C@@H](CC2=O)C)=O)CC2(CCNCC2)C#N (R)-4-((5-Chloro-7-(2-((3-methyl-2,5-dioxopyrrolidin-1-yl)methyl)thieno[3,2-b]pyridin-7-yl)-1H-indol-1-yl)methyl)piperidine-4-carbonitrile